S1C(=NC2=C1C=CC=C2)COC=2C=C1C(=CC(=NC1=CC2)C(=O)N2CCC(CC2)(C#N)C2=CC=CC=C2)C(=O)N2CCCCC2 1-(6-(benzo[d]thiazol-2-yl-methoxy)-4-(piperidine-1-carbonyl)quinoline-2-carbonyl)-4-phenylpiperidine-4-carbonitrile